6-[3-(difluoromethyl)phenyl]-3-methyl-1-(3-pyridylmethyl)imidazo[4,5-b]Pyridine FC(C=1C=C(C=CC1)C=1C=C2C(=NC1)N(CN2CC=2C=NC=CC2)C)F